[Cl-].ClCCCCCCCCCCCCCCCCCC[N+](C)(C)CC(C)O Chloro-2-hydroxypropyldimethylstearylammonium chlorid